C(C)(C)(C)C1=CC=CC=C1 4-tert-butyl-benzene